2-amino-4-hydroxypyridinium NC1=[NH+]C=CC(=C1)O